CC1=CC=C(C=C1)S(=O)(=O)O[C@H]1CC[C@H]2CN(C[C@H]21)C(=O)C=2SC(=CC2)C |o1:11,14,18| rel-(3aS,4S,6aR)-2-(5-methylthiophene-2-carbonyl)octahydrocyclopenta[c]pyrrol-4-yl 4-methylbenzenesulfonate